O[C@H]1C[C@H](C2(C1)CCNCC2)N[S@](=O)C(C)(C)C (R)-N-((1R,3R)-3-hydroxy-8-azaspiro[4.5]decan-1-yl)-2-methylpropan-2-sulfinamide